FC=1C=C(CN2C(C=3NN=C(C3C2)NC(C2=CC(=CC=C2)N(C)C)=O)(C)C)C=C(C1)F N-[5-(3,5-difluorobenzyl)-6,6-dimethyl-1,4,5,6-tetrahydropyrrolo[3,4-c]pyrazol-3-yl]-3-dimethylaminobenzamide